CC1=NN(C(C12N(N=CC1=CC=C(C=C12)C1=CC=CC=C1)C(C=C(C)C)=O)=O)C1=CC=CC=C1 3'-Methyl-2-(3-methylbut-2-enoyl)-1',7-diphenyl-2H-spiro[phthalazine-1,4'-pyrazol]-5'(1'H)-one